C(C)(C)(C)OCCOCCOCC(=O)O 2-(2-(2-(tert-butoxy)ethoxy)ethoxy)acetic acid